2,4-Difluoro-5-[5-isopropyl-6-(3-methyl-[1,2,4]oxadiazol-5-yl)-pyrrolo[2,1-f][1,2,4]triazin-4-ylamino]-N-methoxy-benzamide FC1=C(C(=O)NOC)C=C(C(=C1)F)NC1=NC=NN2C1=C(C(=C2)C2=NC(=NO2)C)C(C)C